C(C)(C)(C)OC(=O)N1CC=2N(CCC1)N=C(C2O)C(=O)O 5-(tert-butoxycarbonyl)-3-hydroxy-5,6,7,8-tetrahydro-4H-pyrazolo[1,5-a][1,4]diazepine-2-carboxylic acid